NC1=NC(N(C=C1C)[C@@H]1O[C@]2(CN([C@@H]1[C@@H]2O)C2=NC=CC=N2)COC(C2=CC=CC=C2)(C2=CC=C(C=C2)OC)C2=CC=C(C=C2)OC)=O 4-Amino-1-[(1R,3R,4R,7S)-1-[[bis(4-methoxyphenyl)-phenylmethoxy]methyl]-7-hydroxy-5-pyrimidin-2-yl-2-oxa-5-azabicyclo[2.2.1]heptan-3-yl]-5-methylpyrimidin-2-one